(rac)-benzyl trans-4-allyl-3-azido-1-sulfamoylpyrrolidine-3-carboxylate C(C=C)[C@H]1[C@](CN(C1)S(N)(=O)=O)(C(=O)OCC1=CC=CC=C1)N=[N+]=[N-] |r|